FC1=C(C(=NC=C1)C(C)NC(C1=CC(=CC(=C1)C(F)(F)F)C(F)(F)F)=O)N1N=CC(=N1)C1=NC=CC=C1 N-[1-[4-fluoro-3-[4-(2-pyridyl)triazol-2-yl]-2-pyridyl]ethyl]-3,5-bis(trifluoromethyl)benzamide